CC1(OC2=C(C1)C=C(C(=C2)N2CCOCC2)NC(=O)C=2N=C(OC2)N2C=NC(=C2)C)C N-(2,2-dimethyl-6-morpholino-3H-benzofuran-5-yl)-2-(4-methylimidazol-1-yl)oxazole-4-carboxamide